[Co](Cl)(Cl)Cl.C1(=CC=CC=C1)C1=C2C=CC(C(=C3C=CC(=C(C=4C=CC(=C(C5=CC=C1N5)C5=CC=CC=C5)N4)C4=CC=CC=C4)N3)C3=CC=CC=C3)=N2 tetraphenylporphyrin cobalt (III) chloride